C(C)(C)(C)NC(=O)C=1C(=NC=2CCCCC2C1)C N-(tert-butyl)-2-methyl-5,6,7,8-tetrahydroquinoline-3-carboxamide